COC=1C=C(C=CC1OC)C=1NC2=CC=C(C=C2C1C)C1=CC=C(C=C1)C=1CCN(CC1)C1CCN(CC1)CC(C)C 2-(3,4-dimethoxyphenyl)-5-(4-(1-(1-isobutylpiperidin-4-yl)-1,2,3,6-tetrahydropyridin-4-yl)phenyl)-3-methyl-1H-indole